O(C)C(O)C(=O)[C@@H](O)[C@H](O)[C@H](O)CO methoxyl-fructose